COC(C(=O)C1=CC=CC=C1)(C1=CC=CC=C1)OC D-2,2-dimethoxy-2-phenylacetophenone